OCCOC1=C(C=C(C=C1C1=CC2=CC=CC=C2C=C1)S(=O)(=O)C1=CC(=C(OCCO)C(=C1)C1=CC2=CC=CC=C2C=C1)C1=CC2=CC=CC=C2C=C1)C1=CC2=CC=CC=C2C=C1 2-[4-[4-(2-hydroxyethoxy)-3,5-di(naphthalene-2-yl)phenyl]sulfonyl-2,6-di(naphthalene-2-yl)-phenoxy]ethanol